m-aminobenzoic acid ethyl ester C(C)OC(C1=CC(=CC=C1)N)=O